C(C)(C)(C)OC(C(CCC(NCCNC(=O)C=1N(C(C=CC1)=O)OCC1=CC=CC=C1)=O)N1CCN(CCN(CCN(CC1)CC(OC(C)(C)C)=O)CC(OC(C)(C)C)=O)CC(=O)OC(C)(C)C)=O tert-butyl-4-[(2-{[1-(benzyloxy)-6-oxopyridin-2-yl]formamido}ethyl)carbamoyl]-2-{4,7,10-tris[2-(tert-butoxy)-2-oxoethyl]-1,4,7,10-tetraazacyclododecan-1-yl}butanoate